C(C)(C)(C)OC(C1=C(N=C(C(=C1NC(=O)OC(C)(C)C)F)Cl)Cl)=O ((tert-Butoxycarbonyl)amino)-2,6-dichloro-5-fluoronicotinic acid tert-butyl ester